3,6-diamino-N2,N5-bis(38-oxo-2,5,8,11,14,17,20,23,26,29,32,35-dodecaoxa-39-azahentetracontan-41-yl)pyrazine-2,5-dicarboxamide NC=1C(=NC(=C(N1)C(=O)NCCNC(CCOCCOCCOCCOCCOCCOCCOCCOCCOCCOCCOCCOC)=O)N)C(=O)NCCNC(CCOCCOCCOCCOCCOCCOCCOCCOCCOCCOCCOCCOC)=O